C[C@H]1CN(C[C@H](O1)C)C(COC=1C=CC2=C(OCC3=C2C=C(C=C3)C3=NC=NC(=C3)N)C1)=O 1-((2s,6r)-2,6-dimethylmorpholinyl)-2-((9-(6-aminopyrimidin-4-yl)-6H-dibenzo[b,d]pyran-3-yl)oxy)ethan-1-one